2-methyl-octanoic acid CC(C(=O)O)CCCCCC